CC1=C(C=C(C(=O)NC=2N=C3COCC(N3C2)C)C=C1)C#CC=1C=NC=CC1 4-Methyl-N-(5-methyl-6,8-dihydro-5H-imidazo[2,1-c][1,4]oxazin-2-yl)-3-[2-(3-pyridyl)ethynyl]benzamide